Pentadec-4-ene CCCC=CCCCCCCCCCC